NCC1=NNC(C2=CC=C(C=C12)C1=C(N(N=C1)C)C=1C=NN(C1Cl)CC=1C(N(C=CC1)C)=O)=O 4-(aminomethyl)-6-(5'-chloro-2-methyl-1'-((1-methyl-2-oxo-1,2-dihydropyridin-3-yl)methyl)-1'H,2H-[3,4'-bipyrazol]-4-yl)phthalazin-1(2H)-one